1-benzoyl-4-(4-(3,4-dichlorophenyl)-5-isobutylthiazol-2-yl)piperazine-2-carboxylic acid C(C1=CC=CC=C1)(=O)N1C(CN(CC1)C=1SC(=C(N1)C1=CC(=C(C=C1)Cl)Cl)CC(C)C)C(=O)O